BrC=1C=C(C=C(C1C(F)(F)F)Cl)NC(OC(C)(C)C)=O tert-butyl (3-bromo-5-chloro-4-(trifluoro methyl)phenyl)carbamate